(S)-11,11-Difluoro-3-methyl-1,3,4,7,8,9,10,11-octahydro-2H-pyrido[4',3':3,4]pyrazolo-[1,5-a]azepin-8-ol TFA salt OC(=O)C(F)(F)F.FC1(C=2N(CC(CC1)O)N=C1C2CN[C@H](C1)C)F